potassium-sodium [Na].[K]